3-chloro-2-(2-pyridinyl)-5,6,7,8-tetrahydropyrazolo[1,5-a][1,4]diazepine ClC1=C(NN2C1=CNCCC2)C2=NC=CC=C2